(4-((6S,8R)-7-(2,2-difluoroethyl)-8-methyl-6,7,8,9-tetrahydro-3H-pyrazolo[4,3-f]isoquinolin-6-yl)-3-methoxyphenyl)azetidin-3-amine FC(CN1[C@@H](C2=CC=C3C(=C2C[C@H]1C)C=NN3)C3=C(C=C(C=C3)N3CC(C3)N)OC)F